ClC1=NC(=CC(=C1)C1=NC=C(C=C1)OC)Cl 2',6'-Dichloro-5-methoxy-2,4'-bipyridine